(2-(2,6-bis(benzyl-oxy)pyridin-3-yl)benzo[d]oxazol-6-yl)(7-hydroxy-7-(trifluoromethyl)-2-azaspiro[3.5]nonan-2-yl)methanone C(C1=CC=CC=C1)OC1=NC(=CC=C1C=1OC2=C(N1)C=CC(=C2)C(=O)N2CC1(C2)CCC(CC1)(C(F)(F)F)O)OCC1=CC=CC=C1